3-Deoxy-D-xylose O=C[C@H](O)C[C@H](O)CO